FC=1C(=NC=C(C1C)B1OC(C(O1)(C)C)(C)C)C(CC)O 1-(3-fluoro-4-methyl-5-(4,4,5,5-tetramethyl-1,3,2-dioxaborolan-2-yl)pyridin-2-yl)propan-1-ol